((S)-5-acetamido-1-(2-(6-((cis)-2,6-dimethylmorpholino)pyridin-2-yl)-1,6-naphthyridin-7-yl)pentyl)-4-methyl-3-(methylsulfonyl)benzamide C(C)(=O)NCCCC[C@H](C1=NC=C2C=CC(=NC2=C1)C1=NC(=CC=C1)N1C[C@@H](O[C@@H](C1)C)C)C1=C(C(=O)N)C=CC(=C1S(=O)(=O)C)C